7-([(difluoromethyl)thio]acetamido)-7-methoxy-8-oxo-5-oxa-1-azabicyclo[4.2.0]oct-2-ene-2-carboxylic acid FC(SCC(=O)NC1(C2OCC=C(N2C1=O)C(=O)O)OC)F